O1CCN(CC1)C1=CC(=NC=N1)N[C@H]1CN(CCC1)C1=CC=NC=C1 (R)-6-Morpholino-N-(1-(pyridin-4-yl)piperidin-3-yl)pyrimidin-4-amine